C(C)(=O)C1=C(C2=C(N=C(N=C2)NC2=NC=C(C=C2)C2CCN(CC2)C=2C=NC(=CC2)CO[Si](C)(C)C(C)(C)C)N(C1=O)C1CCCC1)C 6-acetyl-2-[[5-[1-[6-[[tert-butyl(dimethyl)silyl]oxymethyl]-3-pyridyl]-4-piperidyl]-2-pyridyl]amino]-8-cyclopentyl-5-methyl-pyrido[2,3-d]pyrimidin-7-one